FC(S(=O)(=O)OC=1C=C2C(=NC(=NC2=C2C1OC(C2)(C)C)C)N[C@H](C)C2=CC(=CC(=C2)C(F)(F)F)NC(C)=O)(F)F (R)-4-((1-(3-acetamido-5-(trifluoromethyl) phenyl) ethyl) amino)-2,8,8-trimethyl-8,9-dihydrofuro[2,3-h]quinazolin-6-yl trifluoromethanesulfonate